11-chloro-7-(difluoromethyl)-3-methyldibenzo[b,f][1,4]oxazepine ClC1=NC2=C(OC3=C1C=CC(=C3)C)C=C(C=C2)C(F)F